tert-butyl (1R,5S)-3-[7-({8-chloro-2-methylimidazo[1,2-a]pyridin-6-yl}carbamoyl)-2-methylindazol-4-yl]-3,8-diazabicyclo[3.2.1]octane-8-carboxylate ClC=1C=2N(C=C(C1)NC(=O)C1=CC=C(C3=CN(N=C13)C)N1C[C@H]3CC[C@@H](C1)N3C(=O)OC(C)(C)C)C=C(N2)C